C1(=CC=CC=C1)N(C1=CC=C(C=C1)C1=CC=C(C=C1)N(C1=CC=C(C=C1)C)C1=CC=CC=C1)C1=CC=C(C=C1)C N,N'-diphenyl-N,N'-bis(4-methylphenyl)-4,4'-biphenyl-diamine